Methyl-(2-(2-((tert-butoxycarbonyl)amino)pyrimidin-5-yl)thiazole-4-carbonyl)serine CN([C@@H](CO)C(=O)O)C(=O)C=1N=C(SC1)C=1C=NC(=NC1)NC(=O)OC(C)(C)C